3-(thiazol-2-yl)benzaldehyde S1C(=NC=C1)C=1C=C(C=O)C=CC1